tribromooxane BrC1C(OCCC1)(Br)Br